6-(4-((1H-indazol-5-yl)amino)thieno[2,3-d]pyrimidin-2-yl)-N-isopropyl-1H-indole-2-carboxamide N1N=CC2=CC(=CC=C12)NC=1C2=C(N=C(N1)C1=CC=C3C=C(NC3=C1)C(=O)NC(C)C)SC=C2